ClC1=C(C=CC=C1)N1C=2N(C3=C(C1=O)C=NC(=N3)NC3=CC=C1C(CN(CC1=C3)C)(C)C)C=CN2 6-(2-chlorophenyl)-2-[(2,4,4-trimethyl-1,2,3,4-tetrahydroisoquinolin-7-yl)amino]imidazo[1,2-a]pyrimido[5,4-e]pyrimidin-5(6H)-one